C(C1=CC=CC=C1)NC1=NC(=NN2C1=CC=C2C2CN(CC2)S(=O)(=O)C2CC2)N2C(=CC=1C(=CC=CC21)C(=O)N)C 1-(4-(benzylamino)-7-(1-(cyclopropylsulfonyl)pyrrolidin-3-yl)pyrrolo[2,1-f][1,2,4]triazin-2-yl)-2-methyl-1H-indole-4-carboxamide